BrC=1C(=C(C=NC1)CNCCO)Cl 2-[(5-Bromo-4-chloro-3-pyridinyl)methylamino]ethanol